C(CCCCCCCCC)N1CC=CC2=CC(=CC=C12)NC(CC(=O)NC=1C=C2C=CCN(C2=CC1)CCCCCCCCCC)=O N,N'-bis(1-N-decyl-6-quinolyl)malonamide